N1(CCCCC1)NC(=O)C=1N=C(N(C1CC)C1=CC=C(C=C1)C#CCCCC#N)C1=C(C=C(C=C1)Cl)Cl 1-[4-(5-Cyano-pent-1-ynyl)-phenyl]-2-(2,4-dichloro-phenyl)-5-ethyl-1H-imidazole-4-carboxylic acid piperidin-1-ylamide